BrCCCCCCCCCCC=C 12-Bromo-1-dodecene